3-acrylamidopropyl-trimethylammonium methyl-sulfate COS(=O)(=O)[O-].C(C=C)(=O)NCCC[N+](C)(C)C